8-methoxyquinoxaline-5-carbonitrile COC1=CC=C(C=2N=CC=NC12)C#N